C(C=CCC=CCCCCC)=O 2,5-Undecadienal